1-(2-((4-(3-((4-((3-chloro-4-fluorophenyl)amino)-7-methoxyquinazolin-6-yl)oxy)propyl)piperazin-1-yl)methyl)phenyl)dihydropyrimidine-2,4(1H,3H)-dione ClC=1C=C(C=CC1F)NC1=NC=NC2=CC(=C(C=C12)OCCCN1CCN(CC1)CC1=C(C=CC=C1)N1C(NC(CC1)=O)=O)OC